t-hexyl peroxyacetate C(C)(=O)OOC(C)(C)CCC